oleyl melissate C(CCCCCCCCCCCCCCCCCCCCCCCCCCCCC)(=O)OCCCCCCCC\C=C/CCCCCCCC